(1r,5s,6r)-6-((2-(8-(benzylthio)imidazo[1,5-a]pyridin-3-yl)propan-2-yl)carbamoyl)-3-azabicyclo[3.1.0]hexane-3-carboxylic acid tert-butyl ester C(C)(C)(C)OC(=O)N1C[C@H]2C([C@H]2C1)C(NC(C)(C)C1=NC=C2N1C=CC=C2SCC2=CC=CC=C2)=O